(S)-10-((5-Chloro-2-(((R)-3-methoxy-2-methylpropyl)amino)pyrimidin-4-yl)amino)-2-cyclopropyl-3,3-difluoro-7-methyl-1,2,3,4-tetrahydro-[1,4]oxazepino[2,3-c]chinolin-6(7H)-on ClC=1C(=NC(=NC1)NC[C@H](COC)C)NC1=CC=2C3=C(C(N(C2C=C1)C)=O)OCC([C@@H](N3)C3CC3)(F)F